2,5-dibromopyridine 2-[1-(2-hydroxyethyl)-1H-1,2,3-triazol-4-yl]-4,6-bis(trifluoromethyl)phenyl-N-(4-fluorophenyl)-N-methylcarbamate OCCN1N=NC(=C1)C1=C(C(=CC(=C1)C(F)(F)F)C(F)(F)F)CN(C(O)=O)C1=CC=C(C=C1)F.BrC1=NC=C(C=C1)Br